C1(=CC=CC=C1)C(C=C)(O)C1=CC(=C(C=C1)C)C 1-phenyl-1-(3,4-dimethylphenyl)-propenol